dimethyl-hexadecyl-[3-(triethoxysilyl)propyl]ammonium chloride [Cl-].C[N+](CCC[Si](OCC)(OCC)OCC)(CCCCCCCCCCCCCCCC)C